(Z)-4-Decenyl acetate C(C)(=O)OCCC\C=C/CCCCC